4-iodo-2,6-dimethylbenzenamine hydrochloride salt Cl.IC1=CC(=C(C(=C1)C)N)C